Neryl Acetate ((Z)-3,7-dimethylocta-2,6-dien-1-ylacetate) C/C(=C/CCC(=O)O)/CCC=C(C)C.C(C)(=O)OC\C=C(\C)/CCC=C(C)C